ClC=1C=CC2=C(CCC=3C(=NC=CC3)C2=C2CCN(CC2)CC(COC2=CC=C(C=C2)C(C(=O)N)C2=CC=C(C=C2)F)O)C1 (4-(3-(4-(8-chloro-5,6-dihydro-11H-benzo[5,6]cyclohepta[1,2-b]pyridin-11-ylidene)piperidin-1-yl)-2-hydroxypropoxy)phenyl)-2-(4-fluorophenyl)acetamide